4-azido-3,5-dimethyl-1-((2-(trimethylsilyl)ethoxy)methyl)-1H-pyrazole N(=[N+]=[N-])C=1C(=NN(C1C)COCC[Si](C)(C)C)C